FC=1C=C(C#N)C=CC1C(C(F)(F)F)O 3-fluoro-4-(2,2,2-trifluoro-1-hydroxyethyl)benzonitrile